(3R*,4R*)-1-Cyclohexyl-4-{[5-(2,4-difluoro-phenyl)-isoxazole-3-carbonyl]-amino}-piperidine-3-carboxylic acid (1-pyrimidin-2-yl-cyclopropyl)-amide N1=C(N=CC=C1)C1(CC1)NC(=O)[C@@H]1CN(CC[C@H]1NC(=O)C1=NOC(=C1)C1=C(C=C(C=C1)F)F)C1CCCCC1 |o1:12,17|